3-[(3-chloro-2-methoxyphenyl)amino]-2-(2-{[1-(2-hydroxy-2-methylpropyl)pyrazol-3-yl]amino}pyrimidin-4-yl)-1H,5H,6H,7H-pyrrolo[3,2-c]pyridin-4-one ClC=1C(=C(C=CC1)NC1=C(NC2=C1C(NCC2)=O)C2=NC(=NC=C2)NC2=NN(C=C2)CC(C)(C)O)OC